BrC1=CC=C(C(=O)C2=CC=C(C=C2)I)C=C1 4-bromo-4'-iodobenzophenone